C(C)N(C=1C=C(C=CC1)C)CC=1C=C(C=CC1)S(=O)(=O)O 3-((ethyl(m-tolyl)amino)methyl)benzenesulfonic acid